C1(=CC=CC2=CC=CC=C12)OCC(C(=O)O)=O 3-(1-naphthyloxy)pyruvic acid